5-(1-(3,5-dichloropyridin-4-yl) ethoxy)-1-(tetrahydro-2H-pyran-2-yl)-1H-indazole-3-carbamate ClC=1C=NC=C(C1C(C)OC=1C=C2C(=NN(C2=CC1)C1OCCCC1)NC(=O)[O-])Cl